ClC1=CC(=C2C=NNC2=C1)C1(C[C@H]2C([C@H]2C1)NC(C(C)C)=O)O N-((1R,3r,5S,6r)-3-(6-chloro-1H-indazol-4-yl)-3-hydroxybicyclo[3.1.0]hexan-6-yl)isobutyramide